2-(2,4-difluoro-5-((R or S)-1-(((R)-phenyl((R)-1,2,3,4-tetrahydropyrido[2,3-b]pyrazin-3-yl)methyl)amino)propan-2-yl)phenyl)-2-methylpropanoic acid FC1=C(C=C(C(=C1)F)[C@H](CN[C@@H]([C@H]1CNC2=C(N1)N=CC=C2)C2=CC=CC=C2)C)C(C(=O)O)(C)C |o1:8|